trans-tert-butyl-4-((5-fluoro-4-(6-(2-oxo-1,3-oxazinan-3-yl)pyridin-2-yl)pyrimidin-2-yl)amino)cyclohexane-1-carboxylate C(C)(C)(C)OC(=O)[C@@H]1CC[C@H](CC1)NC1=NC=C(C(=N1)C1=NC(=CC=C1)N1C(OCCC1)=O)F